tert-Butyl-3-hydroxy-3-(4-isobutyl-2,5-dimethoxyphenyl)azetidine-1-carboxylate C(C)(C)(C)OC(=O)N1CC(C1)(C1=C(C=C(C(=C1)OC)CC(C)C)OC)O